2-(6-(trifluoromethyl)picolinamido)benzo[d]thiazole-6-carboxylic acid FC(C1=CC=CC(=N1)C(=O)NC=1SC2=C(N1)C=CC(=C2)C(=O)O)(F)F